6-chloro-N-(3-(8-ethyl-2-((1-methylpiperidin-4-yl)amino)quinazolin-6-yl)-2,4-difluorophenyl)-1-hydroxy-2,3-dihydro-1H-indene-4-sulfonamide ClC=1C=C(C=2CCC(C2C1)O)S(=O)(=O)NC1=C(C(=C(C=C1)F)C=1C=C2C=NC(=NC2=C(C1)CC)NC1CCN(CC1)C)F